Methyl 1-(4-methoxybenzyl)-5-(4-(4,4,5,5-tetramethyl-1,3,2-dioxaborolan-2-yl)phenoxy)-1H-1,2,3-triazole-4-carboxylate COC1=CC=C(CN2N=NC(=C2OC2=CC=C(C=C2)B2OC(C(O2)(C)C)(C)C)C(=O)OC)C=C1